FC1=CC=C(C=C1)C=1N=CN(C1C1=CC=NC=C1)CC(=O)N1CCN(CC1)C 4-[4-(4-fluorophenyl)-1-[2-(4-methylpiperazin-1-yl)-2-oxoethyl]-1H-imidazol-5-yl]pyridin